ClC1=NC(=CC(=C1)C1=C(N=C(S1)NC(=O)N1CCCC1)C1=CC(=CC=C1)C#N)C N-[5-(2-chloro-6-methyl-4-pyridinyl)-4-(3-cyanophenyl)thiazol-2-yl]pyrrolidine-1-carboxamide